CS(=O)(=O)OCC1=C(C(=NC=C1)NC(=O)NCCO[Si](C)(C)C(C)(C)C)F (2-(3-(2-((tert-butyldimethylsilyl)oxy)ethyl)ureido)-3-fluoropyridin-4-yl)methyl methanesulfonate